tert-butyl 3-iodo-1-(4-isopropylphenyl)-1,4,6,7-tetrahydro-5H-pyrazolo[4,3-c]pyridine-5-carboxylate IC1=NN(C2=C1CN(CC2)C(=O)OC(C)(C)C)C2=CC=C(C=C2)C(C)C